C(CCCCCCCCCCC)(=O)NCCN(CC(=O)O)CCO N-lauroyl-N'-hydroxyethyl-N'-carboxymethyl-ethylenediamine